3,5-dimethyl-1-((2-(trimethylsilyl)ethoxy)methyl)-1H-pyrazolo[4,3-d]pyrimidine CC1=NN(C2=C1N=C(N=C2)C)COCC[Si](C)(C)C